FC=1C=C(C#N)C=C(C1)OC1=C2C=3[C@](C(C(C3C=C1)(F)F)(F)F)([C@H]([C@H]2F)F)O 3-fluoro-5-(((2aR,3R,4S)-1,1,2,2,3,4-hexafluoro-2a-hydroxy-2,2a,3,4-tetrahydro-1H-cyclopenta[cd]inden-5-yl)oxy)benzonitrile